1,1'-thiocarbonyl-di-2(1H)pyridone C(=S)(N1C(C=CC=C1)=O)N1C(C=CC=C1)=O